N-(2-(2-methyl-6H-oxazolo[4,5-e]indol-8-yl)ethyl)propan-2-amine CC=1OC=2C(=C3C(=CNC3=CC2)CCNC(C)C)N1